Ethyl 4-(4-methoxy-3-methylphenyl)-2,4-dioxobutanoate COC1=C(C=C(C=C1)C(CC(C(=O)OCC)=O)=O)C